N4-benzhydryl-7,8-dihydro-5H-pyrano[4,3-d]pyrimidine-2,4-diamine C(C1=CC=CC=C1)(C1=CC=CC=C1)NC=1C2=C(N=C(N1)N)CCOC2